C(CCCCCCCCCCCCC\C=C/CCCCCCCC)(=O)O (Z)-15-tetracosenic acid